C1(CCC1)C[C@H](C(=O)N1CC([C@@](CC1)(O)CN1C=C(C(=CC1=O)C1=C(C=CC=C1)F)C(=O)N(C)C)(C)C)C 1-(((R)-1-((R)-3-cyclobutyl-2-methylpropanoyl)-4-hydroxy-3,3-dimethylpiperidin-4-yl)methyl)-4-(2-fluorophenyl)-N,N-dimethyl-6-oxo-1,6-dihydropyridine-3-carboxamide